bis-ethyl-ethoxyphenol C(C)C1=C(C(=C(C=C1)O)OCC)CC